OC12CCC(CC1)(C2)NC2=NC(=NC=C2C(=O)OCC)SC ethyl 4-((4-hydroxybicyclo[2.2.1]heptan-1-yl)amino)-2-(methylthio)pyrimidine-5-carboxylate